(S*)-1-(6-fluoro-10,11-dihydrobenzo[6,7]oxepino[3,2-b]pyridin-10-yl)-N-methylmethanamine FC1=CC=CC=2[C@H](CC3=NC=CC=C3OC21)CNC |o1:6|